1-(2-(4-fluorobenzyloxy)-1-naphthylethyl)-4-phenylpiperidine FC1=CC=C(COC2=C(C3=CC=CC=C3C=C2)CCN2CCC(CC2)C2=CC=CC=C2)C=C1